N-((1r,3r)-3-(2,4-difluorophenyl)cyclobutyl)-4-(1-methyl-1H-imidazol-5-yl)pyrimidine-2-carboxamide FC1=C(C=CC(=C1)F)C1CC(C1)NC(=O)C1=NC=CC(=N1)C1=CN=CN1C